1-Methyl-2-imidazolidone CN1C(NCC1)=O